2-(4-(2-acetyl-5-chlorophenyl)-5-methoxy-2-oxopyridin-1(2H)-yl)-N-(4-cyano-3-(trifluoromethyl)phenyl)-3-phenylpropanamide C(C)(=O)C1=C(C=C(C=C1)Cl)C1=CC(N(C=C1OC)C(C(=O)NC1=CC(=C(C=C1)C#N)C(F)(F)F)CC1=CC=CC=C1)=O